(R)-3-[2-[(E)-6-[3-(Benzenesulfonamido)phenyl]-4-hydroxyhex-5-enoxy]phenyl]propanoic acid C1(=CC=CC=C1)S(=O)(=O)NC=1C=C(C=CC1)/C=C/[C@@H](CCCOC1=C(C=CC=C1)CCC(=O)O)O